4-((2-formylphenoxy)methyl)-2-hydroxybenzonitrile C(=O)C1=C(OCC2=CC(=C(C#N)C=C2)O)C=CC=C1